2-(2-bromopyridin-3-yloxy)-1-(1H-imidazol-2-yl)ethanone barium bismuth strontium [Sr].[Bi].[Ba].BrC1=NC=CC=C1OCC(=O)C=1NC=CN1